N1(C=CC=C1)C=1C=C2C(=NC=NC2=CC1)N 6-(1H-pyrrol-1-yl)-quinazolin-4-amine